NC1=NC(=C(C=2N1N=C(N2)OCC2=NC=CC=C2C)C2=CN(C(C=C2)=O)C)C2=C(C#N)C=CC=C2 (5-amino-8-(1-methyl-6-oxo-1,6-dihydropyridin-3-yl)-2-((3-methylpyridin-2-yl)methoxy)-[1,2,4]triazolo[1,5-c]pyrimidin-7-yl)benzonitrile